C1(=CC=CC=C1)[C@H]1[C@@H](CNC1)NC(=O)C=1C=2C=CN=CC2C=CC1 |r| (±)-trans-N-(4-Phenylpyrrolidin-3-yl)isoquinoline-5-carboxamide